FC=1C=C(C#N)C=C(C1)S(=O)(=O)N1CCC2(CCC(C2)=O)CC1 3-fluoro-5-((2-oxo-8-azaspiro[4.5]dec-8-yl)sulfonyl)benzonitrile